(2S,6R)-4-(4-bromophenyl)-2,6-dimethyl-morpholine BrC1=CC=C(C=C1)N1C[C@@H](O[C@@H](C1)C)C